[Br-].C1(CCCC1)[C@@](C(=O)OC1C[N+](CC1)(C)CC(=O)OC)(O)C1=CC=CC=C1 (2R,3'R)-3-(2-cyclopentyl-2-phenyl-2-hydroxyacetoxy)-1-(methoxycarbonylmethyl)-1-methylpyrrolidinium bromide